C=1NC(C=C2C1[C@H]1CC[C@@H](C2)N1)=O (6S,9R)-2,5,6,7,8,9-hexahydro-3H-6,9-epiminocyclohepta[c]pyridin-3-one